C(CCC)N1C(N(C(C(C1=O)=C(N)N)=O)C1CCC(CC1)(C)CN1C(NC(C1(C)C)=O)=O)=O 1-butyl-5-(diaminomethylene)-3-((1r,4r)-4-((5,5-dimethyl-2,4-dioxoimidazolidin-1-yl)methyl)-4-methylcyclohexyl)pyrimidine-2,4,6(1H,3H,5H)-trione